FC=1C=C(C=CC1CN1C(=NC=C1)C)C1=C(C=CC(=C1)CC(C)C)S(=O)(=O)NC(OCCCC)=O butyl ((3'-fluoro-5-isobutyl-4'-((2-methyl-1H-imidazol-1-yl)methyl)-[1,1'-biphenyl]-2-yl)sulfonyl)carbamate